(R)-N-(3-(7-methyl-1H-indazol-5-yl)-1-(4-(1-methylpiperidin-4-yl)piperazin-1-yl)-1-oxopropan-2-yl)-4-(2-oxo-1,2,5,7-tetrahydrothieno[3,4-b]pyridin-3-yl-7,7-d2)piperidine-1-carboxamide CC=1C=C(C=C2C=NNC12)C[C@H](C(=O)N1CCN(CC1)C1CCN(CC1)C)NC(=O)N1CCC(CC1)C1=CC2=C(NC1=O)C(SC2)([2H])[2H]